ClC=1C=CC(=C(OC2=CC=C3CN(C(C3=C2)=O)C2CCN(CC2)C(=O)OC(C)(C)C)C1)C=O tert-Butyl 4-(6-(5-chloro-2-formylphenoxy)-1-oxoisoindolin-2-yl)piperidine-1-carboxylate